4-((2-(dimethylphosphoryl)phenyl)amino)-2-(((6aR,8S)-2-methoxy-8-morpholino-6,6a,7,8,9,10-hexahydrobenzo[b]pyrido[1,2-d][1,4]oxazin-3-yl)amino)-7H-pyrrolo[2,3-d]pyrimidine CP(=O)(C)C1=C(C=CC=C1)NC=1C2=C(N=C(N1)NC=1C(=CC3=C(OC[C@@H]4N3CC[C@@H](C4)N4CCOCC4)C1)OC)NC=C2